(R)-3-(3-fluoro-5-((1-methyl-1H-pyrazol-3-yl)oxy)phenyl)isoxazolidine FC=1C=C(C=C(C1)OC1=NN(C=C1)C)[C@@H]1NOCC1